ClC=1SC=C(C1NC(=O)C1=CN=C(S1)NC1=NC(=NC(=C1)N1CCN(CCC1)C)C)CF N-(2-chloro-4-(fluoromethyl)thiophen-3-yl)-2-((2-methyl-6-(4-methyl-1,4-diazepan-1-yl)pyrimidin-4-yl)amino)thiazole-5-carboxamide